1-hydroxy-4-methyl-2,6-ditertiary butylbenzene OC1=C(C=C(C=C1C(C)(C)C)C)C(C)(C)C